Diethyl (4-((3,6-dimethoxy-9H-carbazole-9-yl)methyl)phenethyl)phosphonate COC=1C=CC=2N(C3=CC=C(C=C3C2C1)OC)CC1=CC=C(CCP(OCC)(OCC)=O)C=C1